3-chloro-6-methylbenzene-1,2-diamine ClC1=C(C(=C(C=C1)C)N)N